(3-chloro-4-fluorophenyl)-1-(3-cyanophenyl)-1-((6,7,8,9-tetrahydro-5H-[1,2,4]triazolo[4,3-a]azepin-3-yl)methyl)urea ClC=1C=C(C=CC1F)NC(N(CC1=NN=C2N1CCCCC2)C2=CC(=CC=C2)C#N)=O